C1(=CC=CC=C1)C1ON=CC=C1 phenyl-2,3-oxazin